(aminomethyl)-2-fluoro-N,N-dimethylaniline NCC=1C(=C(N(C)C)C=CC1)F